ClC1=CC2=C(N(C(N=C2N2C[C@H](N(C[C@@H]2C)C(=O)OC(C)(C)C)C)=O)C2=C(C(=NC=C2C(C)C)C)C)N=C1C1=C(C=CC=C1)F tert-butyl (2R,5S)-4-(6-chloro-7-(2-fluorophenyl)-1-(5-isopropyl-2,3-dimethylpyridin-4-yl)-2-oxo-1,2-dihydropyrido[2,3-d]pyrimidin-4-yl)-2,5-dimethylpiperazine-1-carboxylate